3'-(3-((S)-2-hydroxy-3-(3-(N-methylsulfamoyl)phenoxy)propylamino)-1-oxa-8-azaspiro[4.5]decan-8-ylsulfonyl)biphenyl-4-sulfonamide O[C@@H](CNC1COC2(C1)CCN(CC2)S(=O)(=O)C=2C=C(C=CC2)C2=CC=C(C=C2)S(=O)(=O)N)COC2=CC(=CC=C2)S(NC)(=O)=O